4-bromo-2-ethyl-N-{8-fluoro-2-methylimidazo[1,2-a]pyridin-6-yl}indazole-7-carboxamide BrC=1C2=CN(N=C2C(=CC1)C(=O)NC=1C=C(C=2N(C1)C=C(N2)C)F)CC